N1CC(C1)COC1=C(C2=C(C(=N1)C)CC(C2)CNCCC2CN(C(O2)=O)C=2C=CC=1OCC(NC1N2)=O)C 6-[5-[2-[[3-(azetidin-3-ylmethoxy)-1,4-dimethyl-6,7-dihydro-5H-cyclopenta[c]pyridin-6-yl]methylamino]ethyl]-2-oxo-1,3-oxazolidin-3-yl]-4H-pyrido[3,2-b][1,4]oxazin-3-one